3-methyl-4-oxo-N-[(1R,3S)-3-{[2-(trifluoromethyl)quinolin-4-yl]amino}cyclohexyl]-3H,4H-imidazo[4,3-d][1,2,3,5]tetrazine-8-carboxamide CN1N=NC=2N(C1=O)C=NC2C(=O)N[C@H]2C[C@H](CCC2)NC2=CC(=NC1=CC=CC=C21)C(F)(F)F